FC1=C(C(=CC=C1)F)CC(=O)NN 2-(2,6-difluorophenyl)acethydrazide